BrC=1C=C2C(=C(NC2=CC1)C=1C(=NC=CC1)[C@H](C)OC)CC(C(=O)OCC)(C)C ethyl (S)-3-(5-bromo-2-(2-(1-methoxyethyl) pyridin-3-yl)-1H-indol-3-yl)-2,2-dimethylpropanoate